C(C)(C)(C)OC(=O)N1CC(C1)CBr 3-(bromomethyl)-azetidine-1-carboxylic acid tert-butyl ester